FC1(CCC(CC1)C1=CC=C(C=C1)C=1NC=2N(C(C1)=O)N=C(C2C(=O)N2CC(C2)CF)C2=NC=CN=C2C)F 5-[4-(4,4-difluorocyclohexyl)phenyl]-3-[3-(fluoromethyl)azetidine-1-carbonyl]-2-(3-methylpyrazin-2-yl)-4H-pyrazolo[1,5-a]pyrimidin-7-one